tert-butyl (Z)-2-((3-benzyl-5-bromopyrazin-2-yl)amino)-3-(5-(trifluoromethyl)furan-2-yl)acrylate C(C1=CC=CC=C1)C=1C(=NC=C(N1)Br)N\C(\C(=O)OC(C)(C)C)=C/C=1OC(=CC1)C(F)(F)F